diamyl fumarate C(\C=C\C(=O)OCCCCC)(=O)OCCCCC